C(C)(C)N1N=NC=2C=CC=3C=NC(=NC3C21)NC2CCC(CC2)NC2CCNCC2 (1R,4R)-N1-(1-isopropyl-1H-[1,2,3]triazolo[4,5-h]quinazolin-8-yl)-N4-(piperidin-4-yl)cyclohexane-1,4-diamine